4-chloro-5,6-dihydropyrido[3,4-d]pyrimidine-7(8H)-carboxylic acid tert-butyl ester C(C)(C)(C)OC(=O)N1CC=2N=CN=C(C2CC1)Cl